C1(=CC=C(C=C1)C1=CC(=NC=C1)\C=C/1\C(NC(S1)=O)=O)C (Z)-5-((4-(p-tolyl)pyridin-2-yl)methylene)thiazolidine-2,4-dione